C[Si](C1C(=CC2=C(C=CC=C12)C1=CC=CC=C1)C)(C1C(=CC2=C(C=CC=C12)C1=CC=CC=C1)C)C dimethyl-bis(2-methyl-4-phenyl-inden-1-yl)silane